tert-butyl (4-(7-((3,4-difluorobenzyl)oxy)-9-oxo-3,4,11,11a-tetrahydro 1H-pyrazino[1',2':3,4]imidazo[1,2-c]pyrimidin-2(9H)-yl)-2-methyl-4-oxobutan-2-yl)carbamate FC=1C=C(COC=2C=C3N(C(N2)=O)CC2N3CCN(C2)C(CC(C)(C)NC(OC(C)(C)C)=O)=O)C=CC1F